tris(pentafluorophenyl)silane FC1=C(C(=C(C(=C1[SiH](C1=C(C(=C(C(=C1F)F)F)F)F)C1=C(C(=C(C(=C1F)F)F)F)F)F)F)F)F